3-ethyl-7-(hydroxymethyl)-4-thioxo-3,4-dihydroquinazolin-2(1H)-one C(C)N1C(NC2=CC(=CC=C2C1=S)CO)=O